C1=CC=CC=2OC3=CC=CC=C3C(C12)=O XANTHON